N,N-Diethyl-1,3-propanediamine C(C)N(CCCN)CC